C(C=C)OC1=C(C(=O)Cl)C=C(C(=C1)C(=O)Cl)OCC=C 2,5-bis(allyloxy)terephthaloyl chloride